4-[[5-(4-chloro-2-fluoro-anilino)-4-methyl-3-pyridyl]methyl]-3-methoxy-pyridin-2-amine ClC1=CC(=C(NC=2C(=C(C=NC2)CC2=C(C(=NC=C2)N)OC)C)C=C1)F